N-[(1S)-5-[2-(2-aminopyridin-3-yl)-5-phenylimidazo[4,5-b]pyridin-3-yl]-2,3-dihydro-1H-inden-1-yl]-2-chloro-5-formyl-4-hydroxybenzamide NC1=NC=CC=C1C1=NC=2C(=NC(=CC2)C2=CC=CC=C2)N1C=1C=C2CC[C@@H](C2=CC1)NC(C1=C(C=C(C(=C1)C=O)O)Cl)=O